2-(5-methylpyridin-3-yl)-N-(tetrahydro-2H-pyran-4-yl)benzo[d]thiazole-6-carboxamide CC=1C=C(C=NC1)C=1SC2=C(N1)C=CC(=C2)C(=O)NC2CCOCC2